2-(((3-(dimethylamino)propyl)(methyl)amino)methyl)-2-((oleoyloxy)methyl)-propane-1,3-diyl dioleate C(CCCCCCC\C=C/CCCCCCCC)(=O)OCC(COC(CCCCCCC\C=C/CCCCCCCC)=O)(COC(CCCCCCC\C=C/CCCCCCCC)=O)CN(C)CCCN(C)C